N[C@H](CO)C1=C(C=CC=C1)O (S)-2-(1-amino-2-hydroxyethyl)phenol